sodium N,N-bis(2-hydroxy-ethyl)-2-aminoethanesulfonate OCCN(CCS(=O)(=O)[O-])CCO.[Na+]